butane-1,1,4-tricarboxylic acid C(CCCC(=O)O)(C(=O)O)C(=O)O